ClC=1C=CC2=C([C@@H](C[C@@H](O2)C(=O)N[C@@H]2CC[C@H](CC2)N2C(N(CC2)C2=NC=C(N=C2)C(F)F)=O)O)C1 (2R,4R)-6-chloro-N-[trans-4-{3-[5-(difluoromethyl)pyrazin-2-yl]-2-oxoimidazolidin-1-yl}cyclohexyl]-4-hydroxy-3,4-dihydro-2H-1-benzopyran-2-carboxamide